7-isopropoxy-2-((1S,4R)-1-methyl-2-oxabicyclo[2.2.1]heptan-4-yl)-N-(1-((1R,2R)-2-methylcyclopropyl)-2-oxo-1,2-dihydropyridin-3-yl)imidazo[1,2-a]pyridine-6-carboxamide C(C)(C)OC1=CC=2N(C=C1C(=O)NC=1C(N(C=CC1)[C@H]1[C@@H](C1)C)=O)C=C(N2)[C@@]21CO[C@@](CC2)(C1)C